2-(4-amino-4-phenylpiperidin-1-yl)-5-(4-chloro-1-(methyl-d3)-1H-Indazol-5-yl)-7-((2-(trimethylsilyl)ethoxy)methyl)-7H-pyrrolo[2,3-d]pyrimidine-4-carbonitrile NC1(CCN(CC1)C=1N=C(C2=C(N1)N(C=C2C=2C(=C1C=NN(C1=CC2)C([2H])([2H])[2H])Cl)COCC[Si](C)(C)C)C#N)C2=CC=CC=C2